NC1=CC=C(C=C1)C1=CC=CC=C1 4-amino-(1,1-biphenyl)